CN1C(N(C(C(=C1)C(=O)NC1=CC(=C(C=C1)OC1=CC(=NC=2N1N=CC2)C2=CC=C(C=C2)OC)F)=O)C2=CC=C(C=C2)F)=O 1-methyl-3-(4-fluorophenyl)-N-(3-fluoro-4-((5-(4-methoxyphenyl)pyrazolo[1,5-a]pyrimidine-7-yl)oxy)phenyl)-2,4-dioxo-1,2,3,4-tetrahydropyrimidine-5-carboxamide